N-hydroxy-p-bromobenzimidoyl chloride ON=C(C1=CC=C(C=C1)Br)Cl